N[C@@H]1C[C@H]([C@@H](C1)NC(OC(C)(C)C)=O)OCOC tert-butyl [(1R,2R,4S)-4-amino-2-(methoxymethoxy)cyclopentyl]carbamate